(1R,5S,6s)-3-azabicyclo[3.1.0]hexane-6-ylacetic acid hydrochloride Cl.[C@@H]12CNC[C@H]2C1CC(=O)O